COC[C@@H](C1=CC=CC=C1)NC=1NC(/C(/N1)=C/C1=CC2=CN(N=C2C=C1)C)=O (4Z)-2-[[(1R)-2-methoxy-1-phenyl-ethyl]amino]-4-[(2-methylindazol-5-yl)methylene]-1H-imidazol-5-one